8-(6-chloro-4-{3,8-diazabicyclo[3.2.1]oct-3-yl}-8-fluoro-2-{[(2S)-1-methylpyrrolidin-2-yl]methoxy}quinazolin-7-yl)naphthalen-2-ol ClC=1C=C2C(=NC(=NC2=C(C1C=1C=CC=C2C=CC(=CC12)O)F)OC[C@H]1N(CCC1)C)N1CC2CCC(C1)N2